C(#N)C1=C(C=CC=C1)SC=1C=2N(C=C(C1)C=1C=NN(C1C)C1CCC3(OCCO3)CC1)N=CC2C#N 4-(2-cyanophenyl)sulfanyl-6-[1-(1,4-dioxaspiro[4.5]decan-8-yl)-5-methyl-pyrazol-4-yl]pyrazolo[1,5-a]pyridine-3-carbonitrile